2-(3-Bromo-2-fluoro-phenyl)acetohydrazide BrC=1C(=C(C=CC1)CC(=O)NN)F